CC1=C(C(=CC(=C1)C)C(C1=CC=CC=C1)C)O 2,4-dimethyl-6-(alpha-methylbenzyl)phenol